C(C1=CC=CC=C1)OC=1C=C(C=NC1)C1=NC(=C2N=CN(C2=N1)[C@H]1[C@@H]([C@@H]([C@H](O1)C(=O)NOC)O)O)NC (2S,3S,4R,5R)-5-(2-(5-(benzyloxy)pyridin-3-yl)-6-(methylamino)-9H-purin-9-yl)-3,4-dihydroxyl-N-methoxytetrahydrofuran-2-carboxamide